N1N=NC=C1[C@@H]1CN(CC1)C(=O)N1CC(C1)OC=1N=NC(=CC1)C(F)(F)F [(3S)-3-(1H-Triazol-5-yl)pyrrolidin-1-yl]-[3-[6-(trifluoromethyl)pyridazin-3-yl]oxyazetidin-1-yl]methanone